(1S,5R)-3-(8-Cyanoquinolin-5-yl)-N'-(1-cyclopropylpiperidin-4-carbonyl)-5-(trifluoromethyl)-3-azabicyclo[3.1.0]hexane-1-carbohydrazide C(#N)C=1C=CC(=C2C=CC=NC12)N1C[C@@]2(C[C@@]2(C1)C(F)(F)F)C(=O)NNC(=O)C1CCN(CC1)C1CC1